C(C\C=C/C=C/C)OC=1C(C(=O)[O-])=CC=CC1 Z,E-3,5-Heptadienylsalicylat